(S)-2-(4-(4-chloropyrazolo[1,5-a]pyridin-2-yl)-1,4,6,7-tetrahydro-5H-imidazo[4,5-c]pyridin-5-yl)-5-(pyridin-3-yl)-1,3,4-oxadiazole ClC=1C=2N(C=CC1)N=C(C2)[C@H]2N(CCC1=C2N=CN1)C=1OC(=NN1)C=1C=NC=CC1